4,6-dichloro-2-iodo-pyrimidine ClC1=NC(=NC(=C1)Cl)I